ClC1=CC=C(C=C1)SC=1N([C@H]2[C@H](O)[C@H](O)[C@@H](CO)O2)C=2N=C(NC(C2N1)=O)N 8-(4-Chlorophenylthio)-guanosin